O[C@@H](CN1N=C(C(=C1)C1=CC=2N(C=C1)N=CC2C(=O)OC)C)C methyl (R)-5-(1-(2-hydroxypropyl)-3-methyl-1H-pyrazol-4-yl)pyrazolo[1,5-a]pyridine-3-carboxylate